CC=1C=C(C=CC1OC1=CC2=C(N(N=N2)C)C=C1)NC=1C2=C(N=CN1)C=NC(=N2)N2CCNCC2 N-(3-methyl-4-((1-methyl-1H-benzo[d][1,2,3]triazol-5-yl)oxy)phenyl)-6-(piperazin-1-yl)pyrimido[5,4-d]pyrimidin-4-amine